NC1CCN(CC1)C1=C(C(=NC=C1C1=CC(=CC(=C1)C)Cl)N)C=NO 4-(4-aminopiperidin-1-yl)-5-(3-chloro-5-methylphenyl)-3-[(hydroxyimino)methyl]pyridin-2-amine